Cl.ClC=1C=C(COC2=CC=C3CCNCC3=C2)C=C(C1)F 7-((3-chloro-5-fluorobenzyl)oxy)-1,2,3,4-tetrahydroisoquinoline hydrochloride